CC1CC(CCCCCCCCC/C=C/C1)=O (5E)-3-methylcyclopentadec-5-en-1-one